C(C1=CC=CC=C1)OC1=NC=2COC/C=C/COC=3C=C(C=CC3N3N=CC1=C3N2)F (10E)-17-benzyloxy-5-fluoro-8,13-dioxa-1,16,20,22-tetrazatetracyclo[13.5.2.02,7.018,21]docosa-2(7),3,5,10,15(22),16,18(21),19-octaene